tert-butyl 3-(2-(tert-butoxy)-2-oxoethyl)-4-oxo-7-((4-(4-(2-(2-(2-(2-(tosyloxy)ethoxy)ethoxy)ethoxy)ethoxy)phenyl)piperidin-1-yl)sulfonyl)-3,4-dihydroquinazoline-1(2H)-carboxylate C(C)(C)(C)OC(CN1CN(C2=CC(=CC=C2C1=O)S(=O)(=O)N1CCC(CC1)C1=CC=C(C=C1)OCCOCCOCCOCCOS(=O)(=O)C1=CC=C(C)C=C1)C(=O)OC(C)(C)C)=O